(4-(2-phosphonoethyl)phenyl)-[4,4'-bipyridine] P(=O)(O)(O)CCC1=CC=C(C=C1)C1=NC=CC(=C1)C1=CC=NC=C1